dodecyloxydi(oxyethylene) phosphate P(=O)(O)(O)O.C(CCCCCCCCCCC)C(=C)OOOC=C